Acryloyloxyhexylphosphorylcholine C(C=C)(=O)OCCCCCCP(=O)=C(O)C[N+](C)(C)C